C(C)(C)(C)C1=NC(=NO1)CN1[C@@H](CCN2C1=NC(=C(C2=O)F)N2[C@@H](COCC2)C)C(F)(F)F (S)-9-(5-tert-Butyl-[1,2,4]oxadiazol-3-yl-methyl)-3-fluoro-2-((R)-3-methyl-morpholin-4-yl)-8-trifluoromethyl-6,7,8,9-tetrahydro-pyrimido[1,2-a]-pyrimidin-4-one